(S)-7-isopropyl-4,8-dimethyl-2-(((1-(3,4,5-trifluorobenzyl)-1H-1,2,4-triazol-3-yl)methyl)amino)-7,8-dihydropteridin-6(5H)-one C(C)(C)[C@H]1C(NC=2C(=NC(=NC2N1C)NCC1=NN(C=N1)CC1=CC(=C(C(=C1)F)F)F)C)=O